N-(3-bromo-2-cyanophenyl)-2-((3-(2,6-dioxopiperidin-3-yl)-1-methyl-1H-indazol-7-yl)oxy)acetamide BrC=1C(=C(C=CC1)NC(COC=1C=CC=C2C(=NN(C12)C)C1C(NC(CC1)=O)=O)=O)C#N